2'-(3-chloro-1H-pyrrolo[2,3-b]pyridin-5-yl)-N-(propan-2-yl)-5',6'-dihydrospiro[azetidine-3,4'-pyrrolo[1,2-b]pyrazole]-1-carboxamide ClC1=CNC2=NC=C(C=C21)C=2C=C1N(N2)CCC12CN(C2)C(=O)NC(C)C